C(C1=CC=CC=C1)OC(=O)N1[C@H]([C@H]([C@H](C1)F)NS(=O)(=O)CC)CC=1C(=C(C=CC1)C1=CC(=CC(=C1)F)F)F (2S,3R,4S)-3-[(ethylsulfonyl)amino]-4-fluoro-2-[(2,3',5'-trifluoro[1,1'-biphenyl]-3-yl)methyl]pyrrolidine-1-carboxylic acid benzyl ester